FC(CCC[C@H]([C@H](C(=O)O)C)O)CC (2R,3R)-7-fluoro-3-hydroxy-2-methylnonanoic acid